(R)-1-chloropropan-2-ol ClC[C@@H](C)O